4-(4-cyano-2-methylphenoxy)-N-(3-(methylsulfonyl)phenyl)-6-(trifluoromethyl)pyridazine-3-carboxamide C(#N)C1=CC(=C(OC2=C(N=NC(=C2)C(F)(F)F)C(=O)NC2=CC(=CC=C2)S(=O)(=O)C)C=C1)C